(((9H-fluoren-9-yl)methoxy)carbonyl)-D-alanine C1=CC=CC=2C3=CC=CC=C3C(C12)COC(=O)N[C@H](C)C(=O)O